(R)-(3-Aminopiperidin-1-yl)(1-ethyl-2-(1-ethyl-1H-indol-2-yl)-1H-benzo[d]imidazol-5-yl)methanon N[C@H]1CN(CCC1)C(=O)C1=CC2=C(N(C(=N2)C=2N(C3=CC=CC=C3C2)CC)CC)C=C1